(6aS,12bR)-(-)-N-propyl-3-methoxy-10-chloro-11-hydroxy-5,6,6a,7,8,12b-hexahydrobenzo[a]phenanthridine C(CC)N1[C@H]2CCC3=C([C@@H]2C=2C=CC(=CC2C1)OC)C=C(C(=C3)Cl)O